C1(=CCCCCCCCC1)C(C(=O)O)(C1=CCCCCCCCC1)C1=CCCCCCCCC1.ClC=1C=CN=C2C=C(C(=NC12)OCCCN1CCOCC1)OC 4-(3-((8-chloro-3-methoxy-1,5-naphthyridin-2-yl)oxy)propyl)morpholine TRICYCLODECENYL-ACETATE